FC(CN1N=CC(=C1)C(=O)O)(F)F 1-(2,2,2-trifluoroethyl)-1H-pyrazole-4-carboxylic acid